(2S)-2-[2-(1,1-difluoropropyl)-4-ethenyl-5-fluorophenoxy]propanoic acid FC(CC)(F)C1=C(O[C@H](C(=O)O)C)C=C(C(=C1)C=C)F